5-chloro-2,7-dimethyl-3-((2-(trimethylsilyl)ethoxy)methyl)-3H-imidazo[4,5-b]pyridine ClC1=CC(=C2C(=N1)N(C(=N2)C)COCC[Si](C)(C)C)C